pent-3-yl (2r,5s)-4-(7-(4-cyanopyridin-2-yl)-5-(trifluoromethyl)-7H-pyrrolo[2,3-d]pyrimidin-4-yl)-2,5-dimethylpiperazine-1-carboxylate C(#N)C1=CC(=NC=C1)N1C=C(C2=C1N=CN=C2N2C[C@H](N(C[C@@H]2C)C(=O)OC(CC)CC)C)C(F)(F)F